BrC1=NN2C(N=CC=C2C2=CC(=C(C(=O)OC)C=C2)OC)=C1 Methyl 4-(2-bromopyrazolo[1,5-a]pyrimidin-7-yl)-2-methoxybenzoate